C(C)(C)(C)C1=C(OCC2=CC=C(C(=O)OC)C=C2)C(=CC=C1)C=C1C(NC(NC1=O)=O)=O Methyl 4-((2-(tert-butyl)-6-((2,4,6-trioxotetrahydro-pyrimidin-5(2H)-ylidene)methyl)phenoxy)methyl)benzoate